cis-7-Methyl-2-(5-oxo-4,5-dihydropyrazin-2-carbonyl)-N-(3,4,5-trifluorophenyl)-2,3,3a,4,10,10a-hexahydro-1H,7H-dipyrrolo[3,4-b:3',4'-f][1,4,5]oxathiazocin-8-carboxamid-5,5-dioxid CN1C(=C2OC[C@@H]3[C@H](NS(C2=C1)(=O)=O)CN(C3)C(=O)C=3N=CC(NC3)=O)C(=O)NC3=CC(=C(C(=C3)F)F)F